6-(4-((2-(4-cyanopiperidin-1-yl)-5-oxo-5,6-dihydropyrimido[4,5-d]pyridazin-4-yl)amino)phenyl)-6-azaspiro[2.5]octane-1-carboxylic acid C(#N)C1CCN(CC1)C=1N=C(C2=C(C=NNC2=O)N1)NC1=CC=C(C=C1)N1CCC2(CC2C(=O)O)CC1